Cl.NC(C(=O)NCCNC(OC1=CC=C(C=C1)\C(=C(\C1(C(C(CC(=C1)OC([2H])([2H])[2H])(OC([2H])([2H])[2H])[2H])([2H])[2H])[2H])/[2H])\[2H])=O)C(C)C (E)-4-(3,5-bis(methoxy-d3)styryl-d6)phenyl (2-(2-amino-3-methylbutanamido) ethyl)carbamate Hydrochloride